cyclopropyltetrahydrofurano[2,3-f]quinoline C1(CC1)C1CC2C(=C3C=CC=NC3=CC2)O1